(1H-imidazol-1-yl)thieno[2,3-c]pyridine-7-carboxylic acid ethyl ester C(C)OC(=O)C=1N=CC=C2C1SC(=C2)N2C=NC=C2